C1C(CC12CCNCC2)CC2=C(C(=O)N)C=CC(=C2OC)NC=2N=CC1=C(N(CC(C(N1C)=O)(F)F)C(C)C)N2 ((7-azaspiro[3.5]nonan-2-yl)methyl)-4-((7,7-difluoro-9-isopropyl-5-methyl-6-oxo-6,7,8,9-tetrahydro-5H-pyrimido[4,5-b][1,4]diazepin-2-yl)amino)-3-methoxybenzamide